The molecule is the anionic form of ethyl eosin. It has a role as a fluorochrome. It is an organobromine compound and an organic anion. CCOC(=O)C1=CC=CC=C1C2=C3C=C(C(=O)C(=C3OC4=C(C(=C(C=C24)Br)[O-])Br)Br)Br